N-(2,2-difluoroethyl)-7-fluoro-1-methyl-N-(3-((1-(trifluoromethyl)cyclopropyl)ethynyl)phenyl)-[1,2,4]triazolo[4,3-a]quinazolin-5-amine FC(CN(C1=NC=2N(C3=CC=C(C=C13)F)C(=NN2)C)C2=CC(=CC=C2)C#CC2(CC2)C(F)(F)F)F